6-chloro-7-(2-fluoro-6-hydroxyphenyl)-1-(4-(1-methylcyclopropyl)-5-pyrimidinyl)-4-((2S)-2-methyl-4-(2-propenoyl)-1-piperazinyl)pyrido[2,3-d]pyrimidin-2(1H)-one ClC1=CC2=C(N(C(N=C2N2[C@H](CN(CC2)C(C=C)=O)C)=O)C=2C(=NC=NC2)C2(CC2)C)N=C1C1=C(C=CC=C1O)F